((1r,3r)-3-(5,7-Difluoro-2-(4-fluorophenyl)-1H-indol-3-yl)cyclobutyl)methanamine FC=1C=C2C(=C(NC2=C(C1)F)C1=CC=C(C=C1)F)C1CC(C1)CN